C(C=C)(=O)OCCC(=O)OCCC(=O)O 3-((3-(acryloyloxy)propionyl)oxy)propionic acid